COC1=C(C(=O)NC=2OC=NN2)C=CC=C1 2-methoxy-N-(1,3,4-oxadiazol-2-yl)benzamide